ClC=1C=C(OCCC(C=2SC=CC2)NC)C=CC1Cl 3-(3,4-dichlorophenoxy)-1-(thiophen-2-yl)-N-methylpropylamine